C(C)(C)(C)OC(=O)NCCOC1=CC=C(OC[C@@H]2CN(CC[C@H]2C2=CC=C(C=C2)F)C(=O)OC(C)(C)C)C=C1 tert-butyl (3S,4R)-3-((4-(2-((tert-butoxycarbonyl)amino)ethoxy)phenoxy)methyl)-4-(4-fluorophenyl)piperidine-1-carboxylate